N,N-dimethylformamide, chloride salt [Cl-].CN(C=O)C